C1(CC1)C(=O)C=1C(CC(CC1O)CCSC)=O 2-cyclopropanecarbonyl-3-hydroxy-5-(2-methylsulfanylethyl)-cyclohex-2-enone